NC1=C2N=CN(C2=NC=N1)[C@@H]1[C@@H]([C@H](CO1)O)O (2S,3S,4R,5S)-5-(6-aminopurin-9-yl)-3,4-dihydroxyoxolan